trans-methyl 2-(5-fluoropiperidin-3-yl)acetate F[C@H]1C[C@@H](CNC1)CC(=O)OC